S(C)(=O)(=O)O.C(C1=CC=CC=C1)OC([C@H](CCCCNC(=O)OC(C)(C)C)N)=O (2S)-2-amino-6-(tert-Butoxycarbonylamino)hexanoic acid benzyl ester mesylate